FC1=C(C=C(C(=C1)C)C=1C=C(C=2N(C1)C=C(N2)C(C)C)N2CCOCC2)NC(=O)N2CC(CC2)CC(F)(F)F N-(2-Fluoro-5-(2-isopropyl-8-morpholinoimidazo[1,2-a]pyridin-6-yl)-4-methylphenyl)-3-(2,2,2-trifluoroethyl)pyrrolidine-1-carboxamide